CN1C=NC2=C1C=C(C=C2)N 1-methyl-1H-benzimidazol-6-amine